4-[2-(2-pyridyloxymethyl)imidazo[1,2-a]pyrimidin-6-yl]-3-(trifluoromethyl)benzaldehyde N1=C(C=CC=C1)OCC=1N=C2N(C=C(C=N2)C2=C(C=C(C=O)C=C2)C(F)(F)F)C1